C(C)(=O)N[C@H]1C(O[C@@H]([C@H]([C@@H]1OC(C)=O)OC(C)=O)COC(C)=O)C1(C(C(NC(C1(C(=O)[O-])CC)C)C)(C(=O)[O-])CC)C(=O)[O-] 4-((3S,4R,5S,6R)-3-acetylamino-4,5-bisacetoxy-6-(acetoxymethyl) tetrahydro-2H-pyran-2-yl)-3,5-diethyl-2,6-dimethyl-1,4-dihydropyridine-3,4,5-tricarboxylate